1-(2-phenylethyl)piperazine C1(=CC=CC=C1)CCN1CCNCC1